6-(4-Chlorophenyl)-N-(2-hydroxy-2-methylpropyl)-2-(6-methoxypyridin-3-yl)pyrimidin ClC1=CC=C(C=C1)C1=CC=NC(N1CC(C)(C)O)C=1C=NC(=CC1)OC